O=C1NC(CC[C@@H]1N1C(C2=CC=CC(=C2C1=O)OCC(=O)N1CCC(CC1)CNC1=C2N=CN(C2=NC=N1)C1CC(C1)NC(C1=NC(=CC=C1)C)=O)=O)=O N-((1s,3s)-3-(6-(((1-(2-((2-(2,6-dioxopiperidin-3-yl)-1,3-dioxoisoindoline-4-yl)oxy)acetyl)piperidin-4-yl)methyl)amino)-9H-purin-9-yl)cyclobutyl)-6-methylpicolinamide